pyridine palladium (II) [Pd+2].N1=CC=CC=C1